(2S,11aR)-6-isopropoxy-8-methyl-2-((2-oxo-1,2,3,4-tetrahydro-1,6-naphthyridin-7-yl)oxy)-2,3,11,11a-tetrahydro-1H,5H-benzo[f]pyrrolo[2,1-c][1,4]oxazepin-5-one C(C)(C)OC1=CC(=CC2=C1C(N1[C@@H](CO2)C[C@@H](C1)OC1=NC=C2CCC(NC2=C1)=O)=O)C